FC(C[C@H](C(=O)NC1=C(C(=O)N)C=CC=C1)C)(F)F 2-[[(2R)-4,4,4-trifluoro-2-methyl-butanoyl]amino]benzamide